BrC1=CC(=C(C(=C1N)C)F)Cl 6-bromo-4-chloro-3-fluoro-2-methylaniline